1-(4-(6-chloro-8-fluoro-7-(2-fluoro-6-hydroxyphenyl)-2-(1-methyl-1H-pyrazol-4-yloxy)quinazolin-4-yl)piperazin-1-yl)prop-2-en-1-one ClC=1C=C2C(=NC(=NC2=C(C1C1=C(C=CC=C1O)F)F)OC=1C=NN(C1)C)N1CCN(CC1)C(C=C)=O